4-chloro-N-[(4-methoxyphenyl)methyl]-7-(trifluoromethyl)pyrido[3,2-d]pyrimidin-6-amine ClC=1C2=C(N=CN1)C=C(C(=N2)NCC2=CC=C(C=C2)OC)C(F)(F)F